N1=CN=C(C2=C1NC=C2)N (7H-pyrrolo[2,3-d]pyrimidin-4-yl)amine